4-((2S,5R)-4-(1-(3-chloro-4-(trifluoromethyl)phenyl)-2-methylpropyl)-2,5-dimethylpiperazin-1-yl)-2-methyl-1-(((S)-tetrahydrofuran-2-yl)methyl)-1H-[1,2,4]triazolo[3,4-b]purine ClC=1C=C(C=CC1C(F)(F)F)C(C(C)C)N1C[C@@H](N(C[C@H]1C)C=1C=2N=C(N(C2N2C(N1)=NN=C2)C[C@H]2OCCC2)C)C